threonyldiaminobutyric acid N[C@@H]([C@H](O)C)C(=O)C(C(C(=O)O)(N)N)C